(S)-tert-butyl 2-methyl-3-oxo-4-propyl-1-oxa-4,9-diazaspiro[5.5]undecane-9-carboxylate C[C@@H]1OC2(CN(C1=O)CCC)CCN(CC2)C(=O)OC(C)(C)C